5-methyl-4-oxo-tetrahydrothiophene CC1C(CCS1)=O